2-(5-cyclopropyl-3-ethylsulfanyl-2-pyridyl)-6-(trifluoromethyl)oxazolo[5,4-b]pyridine C1(CC1)C=1C=C(C(=NC1)C=1OC2=NC=C(C=C2N1)C(F)(F)F)SCC